C(C)OCC(C(=O)OCC)C(C)(C)C ethyl 2-ethoxymethyl-3,3-dimethylbutyrate